FC(C(=O)OC(C(F)F)=O)F 2,2-Difluoroacetic acid anhydride